FC=1C=CC(=C(C1)C=1C=NC=2CCN(CC2C1)C=1C(=CC=2N(N1)C(C=C(N2)COC)=O)C)C 7-(3-(5-fluoro-2-methylphenyl)-7,8-dihydro-1,6-naphthyridin-6(5H)-yl)-2-(methoxymethyl)-8-methyl-4H-pyrimido[1,2-b]pyridazin-4-one